3-(morpholin-4-yl)-7-(2,3,5-trifluorophenyl)thieno[3,2-b]Pyridine-2-carboxylic acid N1(CCOCC1)C1=C(SC=2C1=NC=CC2C2=C(C(=CC(=C2)F)F)F)C(=O)O